FC1=CC=C(C=C1)C1=C(N=C(C2=CC3=C(C=C12)C=NN3)N=S(=O)(C)C3=CC=C(C=C3)OC)C(C)C ((5-(4-fluorophenyl)-6-isopropyl-1H-pyrazolo[4,3-g]isoquinolin-8-yl)imino)(4-methoxyphenyl)(methyl)-λ6-sulfanone